1,2-dichloro-4-nitro-5-(trifluoromethyl)benzene ClC1=C(C=C(C(=C1)C(F)(F)F)[N+](=O)[O-])Cl